Ferrous D-gluconate O=C([C@H](O)[C@@H](O)[C@H](O)[C@H](O)CO)[O-].[Fe+2].O=C([C@H](O)[C@@H](O)[C@H](O)[C@H](O)CO)[O-]